N[13C@@H]([13CH]([13CH3])[13CH3])[13C](=O)O L-Valine-13C5